(3z,6z)-nonadecadien-9-one C=C\C=C/CCCCC(CCCCCCCCCC)=O